NC1=CC(=C(C=C1)CN1C[C@H](CCC1)[C@](CO)(C)O)C1CC1 (2s)-2-{(3s)-1-[(4-amino-2-cyclopropylphenyl)methyl]piperidin-3-yl}propane-1,2-diol